ClC=1C=CC(=NC1)N1CCN(CCC1)C(=O)OC(C)(C)C tert-butyl 4-(5-chloropyridin-2-yl)-1,4-diazacycloheptane-1-carboxylate